(benzyloxy)-4-hydroxy-2,5-dimethyl-7,9-dioxo-N-(2,4,6-trifluorobenzyl)-2,3,4,5,7,9-hexahydro-1,6-methanopyrido[1,2-b][1,2,5]triazonine-10-carboxamide C(C1=CC=CC=C1)OC1(CC(C(N2C(C=3N(N1C2)C=C(C(C3)=O)C(=O)NCC3=C(C=C(C=C3F)F)F)=O)C)O)C